C(\C=C\C(=O)[O-])(=O)[O-].C1(=C(C=CC=C1)[SH+]C1=C(C=CC=C1)C)C.C1(=C(C=CC=C1)[SH+]C1=C(C=CC=C1)C)C ditolyl-sulfonium fumarate